ClCC\C=C/CCCCCCCC(OCC)OCC (3Z)-1-chloro-12,12-diethoxy-3-dodecene